(R)-2-(3-cyanobicyclo[1.1.1]Pentan-1-yl)-3-oxohexahydroimidazo[1,5-a]pyrazine-7(1H)-carboxylate C(#N)C12CC(C1)(C2)N2C(N1[C@@H](CN(CC1)C(=O)[O-])C2)=O